1,2-Bis(2-methylphenylimino)ethan CC1=C(C=CC=C1)N=CC=NC1=C(C=CC=C1)C